tert-butyl ((1s,3s)-3-(4-(2-(4-((6-cyanopyridin-3-yl)oxy)phenyl)propan-2-yl)phenoxy)cyclobutyl)carbamate C(#N)C1=CC=C(C=N1)OC1=CC=C(C=C1)C(C)(C)C1=CC=C(OC2CC(C2)NC(OC(C)(C)C)=O)C=C1